C1(CC1)C=1C(=NC=2N(C1)C=C(N2)C(=O)N2C[C@H]([C@@]1(CC2)NCC2=CC=CC=C2C1)O)C (6-cyclopropyl-7-methylimidazo[1,2-a]pyrimidin-2-yl)[(3R,3'R)-3'-hydroxy-1,4-dihydro-1'H,2H-spiro[isoquinoline-3,4'-piperidin]-1'-yl]methanone